C(#N)C=1C=C(C=NC1)[C@H]1N(OCC1)C(=O)C1CCN(CC1)C1=NC(=NC=C1)C#N 4-[4-[(3S)-3-(5-cyano-3-pyridinyl)isoxazolidine-2-carbonyl]-1-piperidinyl]pyrimidine-2-carbonitrile